5-((3-(4-(trifluoromethyl)phenyl)isoxazol-5-yl)amino)pyridinecarbonitrile FC(C1=CC=C(C=C1)C1=NOC(=C1)NC=1C=CC(=NC1)C#N)(F)F